N-(4-(3-amino-7-(pyrazolo[1,5-a]pyridin-2-yl)-1H-pyrazolo[4,3-c]pyridin-4-yl)benzyl)-5-fluoro-2-methoxybenzamide NC1=NNC2=C1C(=NC=C2C2=NN1C(C=CC=C1)=C2)C2=CC=C(CNC(C1=C(C=CC(=C1)F)OC)=O)C=C2